P(OOC(C=C)=O)(OCC)(OC1=C(C=CC=C1)C)=S acryloyloxy ethyl tolyl phosphorothioate